FC=1C=C2CC[C@@H](OC2=CC1OC1=NC=2N(C=C1)C(=NC2)C)C(=O)N(C[C@@H](C2=CC=CC=C2)C2CCC2)CC(N2CCCC2)=O |&1:6| (2RS)-6-Fluoro-7-(6-methylimidazo[1,5-a]pyrimidin-2-yl)oxy-N-(2-oxo-2-pyrrolidin-1-yl-ethyl)-N-[(2R)-2-cyclobutyl-2-phenyl-ethyl]chromane-2-carboxamide